4-[5-(aminomethyl)pyrimidin-2-yl]-3-(6-morpholin-4-ylpyridazin-4-yl)oxybenzonitrile NCC=1C=NC(=NC1)C1=C(C=C(C#N)C=C1)OC1=CN=NC(=C1)N1CCOCC1